2-[6-bromo-4-fluoro-2-(1-hydroxyethyl)-1H-benzimidazol-1-yl]propan-1-ol BrC=1C=C(C2=C(N(C(=N2)C(C)O)C(CO)C)C1)F